CCOCCOCCOCCOCCOCCOCCOCCOCCC(=O)N 3,6,9,12,15,18,21,24-octaoxaheptacosane-27-amide